1-(2-chloro-5-((R)-2-(2,5-difluorophenyl)pyrrolidin-1-yl)pyrazolo[1,5-a]pyrimidin-3-yl)-3-((1R,2R)-2-hydroxycyclopropyl)urea ClC1=NN2C(N=C(C=C2)N2[C@H](CCC2)C2=C(C=CC(=C2)F)F)=C1NC(=O)N[C@H]1[C@@H](C1)O